N1CC(CCC1)C(=O)O piperidine-3-carboxylic acid